Pentacosa-19,22-dienoic acid C(CCCCCCCCCCCCCCCCCC=CCC=CCC)(=O)O